(6R,13S)-13-amino-16-fluoro-2,8-diazatricyclo[12.3.1.02,6]octadec-1(18),14,16-triene-3,7-dione N[C@H]1CCCCNC([C@H]2CCC(N2C=2C=C(C=C1C2)F)=O)=O